4-(butoxymethyl)-1,3-dioxolan-2-one C(CCC)OCC1OC(OC1)=O